COC=1C=CC=C2C=C(N(C12)C1=NC=CC=C1)C=1C2(C3=CC=CC=C3C1)CCC2 7-Methoxy-1-(pyridin-2-yl)-2-(spiro[cyclobutane-1,1'-inden]-2'-yl)-1H-indole